(S)-di-tert-butyl ((3-(3-((6-chloropyridin-3-yl)methyl)-2-oxopiperidin-1-yl)-5-(5-methylpyridazin-4-yl)-1H-pyrazol-1-yl)methyl) phosphate P(=O)(OC(C)(C)C)(OC(C)(C)C)OCN1N=C(C=C1C1=CN=NC=C1C)N1C([C@@H](CCC1)CC=1C=NC(=CC1)Cl)=O